C(C)(C)(C)OC(=O)N[C@H](C(=O)OC)CC1C(NC(C1)(C)C)=O methyl (2S)-2-(tert-butoxycarbonylamino)-3-(5,5-dimethyl-2-oxo-pyrrolidin-3-yl)propanoate